vitamin C iron [Fe].OC=1[C@H](OC(C1O)=O)[C@H](CO)O